C1(CC1)NC(C1=C(C=C(C=C1OC)C1=CN=C2N1C=CC(=C2)OCCCN2CCN(CC2)C(C)C)OC(F)F)=O N-cyclopropyl-2-(difluoromethoxy)-4-[7-[3-(4-isopropylpiperazin-1-yl)propoxy]imidazo[1,2-a]pyridin-3-yl]-6-methoxy-benzamide